(S)-6-(((6-fluoro-2-methylpyridin-3-yl)(1-(1-isopropylcyclopropyl)-1H-1,2,3-triazol-4-yl)methyl)amino)-4-(neopentylamino)quinoline-3,8-dicarbonitrile FC1=CC=C(C(=N1)C)[C@@H](C=1N=NN(C1)C1(CC1)C(C)C)NC=1C=C2C(=C(C=NC2=C(C1)C#N)C#N)NCC(C)(C)C